3-{3-methyl-2-oxo-4-[3-(piperidin-4-yl)prop-1-yn-1-yl]-1,3-benzodiazol-1-yl}piperidine-2,6-dione CN1C(N(C2=C1C(=CC=C2)C#CCC2CCNCC2)C2C(NC(CC2)=O)=O)=O